N-((S)-2-cyano-1-(4-(ethylsulfonyl)phenyl)ethyl)-4-((2S,4S)-4-(2,4-dichlorophenoxy)-2-((difluoromethoxy)methyl)pyrrolidin-1-yl)benzamide C(#N)C[C@@H](C1=CC=C(C=C1)S(=O)(=O)CC)NC(C1=CC=C(C=C1)N1[C@@H](C[C@@H](C1)OC1=C(C=C(C=C1)Cl)Cl)COC(F)F)=O